2-Amino-4-bromo-5-(2-oxa-7-azaspiro[3.5]nonan-7-yl)benzoic acid methyl ester COC(C1=C(C=C(C(=C1)N1CCC2(COC2)CC1)Br)N)=O